bisphosphopalladium acetate C(C)(=O)[O-].P(=O)(=O)[Pd+]P(=O)=O